N-(2-(1-(6-(2-(2,6-dioxopiperidin-3-yl)-1-oxoisoindolin-4-yl)hex-5-yn-1-yl)piperidin-4-yl)-7-(2-hydroxypropan-2-yl)imidazo[1,2-a]pyridin-6-yl)-6-(trifluoromethyl)pyridine-2-carboxamide O=C1NC(CCC1N1C(C2=CC=CC(=C2C1)C#CCCCCN1CCC(CC1)C=1N=C2N(C=C(C(=C2)C(C)(C)O)NC(=O)C2=NC(=CC=C2)C(F)(F)F)C1)=O)=O